4-methoxy-2-(morpholin-4-yl)-8-(1H-pyrazol-3-yl)-[1,7]naphthyridine COC1=CC(=NC2=C(N=CC=C12)C1=NNC=C1)N1CCOCC1